tert-butyl-cyclopentadienyl-erbium dichloride [Cl-].[Cl-].C(C)(C)(C)[Er+2]C1C=CC=C1